tert-Butyl 2-({[(prop-2-en-1-yl)oxy]carbonyl}amino)-6,7-dihydro[1,3]thiazolo[5,4-c]pyridin-5(4H)-carboxylate C(C=C)OC(=O)NC=1SC=2CN(CCC2N1)C(=O)OC(C)(C)C